C(C)N1C2=C(N(C3=C(C1=O)C=CC=C3)C)N=C(N=C2)NC2=C(C=C(C=C2)OCCN2CCN(CC2)C)OC 5-ethyl-2-((2-methoxy-4-(2-(4-methylpiperazin-1-yl)ethoxy)phenyl)amino)-11-methyl-5,11-dihydro-6H-benzo[e]pyrimido[5,4-b][1,4]diazepin-6-one